4-benzyloxy-3-formamido-alpha-[N-(1-methyl-2-p-methoxyphenylethyl)aminomethyl]benzyl alcohol C(C1=CC=CC=C1)OC1=C(C=C(C(CNC(CC2=CC=C(C=C2)OC)C)O)C=C1)NC=O